2-methyl-N-{(1S)-1-[3-(methyloxy)phenyl]ethyl}-6-(4-methylphenyl)pyrimidin-4-amine CC1=NC(=CC(=N1)N[C@@H](C)C1=CC(=CC=C1)OC)C1=CC=C(C=C1)C